NC[C@@H](C(=O)O)[C@H](CCCC)C (2S,3S)-2-((amino)methyl)-3-methylheptanoic acid